4-[[(1S,2S)-2-[(3R)-3-Aminopiperidin-1-yl]-6-chloro-4-cyano-2,3-dihydro-1H-inden-1-yl]oxy]benzene N[C@H]1CN(CCC1)[C@@H]1[C@H](C2=CC(=CC(=C2C1)C#N)Cl)OC1=CC=CC=C1